((S)-2-hydroxy-1-(M-tolyl)ethyl)propionamide OC[C@H](C=1C=C(C=CC1)C)C(C(=O)N)C